ClC=1C(=CC(=NC1)NC1COC1)C=1C=C2N(CCN(C2=O)CC2=C(C=C(C(=C2)F)F)CO)C1 7-(5-chloro-2-(oxacyclobutane-3-yl-amino)pyridine-4-yl)-2-(4,5-difluoro-2-(hydroxymethyl)benzyl)-3,4-dihydropyrrolo[1,2-a]pyrazine-1(2H)-one